(S)-methyl 2-((1R,2S,5S)-3-(5H-[1,3]dioxolo[4,5-f]indole-6-carbonyl)-6,6-dimethyl-3-azabicyclo[3.1.0]hexane-2-carboxamido)-3-((S)-2-oxopyrrolidin-3-yl)propanoate O1COC=2C1=CC=1C=C(NC1C2)C(=O)N2[C@@H]([C@H]1C([C@H]1C2)(C)C)C(=O)N[C@H](C(=O)OC)C[C@H]2C(NCC2)=O